C(C)(C)[C@@H]1N=C(OC1)C1=C(C(=CC(=C1)C)C=1OC[C@@H](N1)C(C)C)C |o1:3,18| (S,S) or (R,R)-2,6-bis(4-isopropyl-2-oxazolin-2-yl)-p-xylene